2,6-diformyl-4-methoxyphenylthiophenol C(=O)C1=C(C(=CC(=C1)OC)C=O)C1=C(C=CC=C1)S